1-(1-isopropyl-5-oxopyrrolidin-3-yl)-3-[2-(trifluoromethyl)phenyl]urea C(C)(C)N1CC(CC1=O)NC(=O)NC1=C(C=CC=C1)C(F)(F)F